NC1CCC(CC1)(C(=O)NC=1C(=NC(=CC1)OC)OC(F)F)C1=C(C=CC=C1)C(C)C 4-amino-N-(2-(difluoromethoxy)-6-methoxypyridin-3-yl)-1-(2-isopropylphenyl)cyclohexane-1-carboxamide